CCCCCCCCCCC/C=C\CCCCCC(=O)O 7Z-nonadecenoic acid